3,6-dichlorophthalazine ClN1NC=C2C=CC(=CC2=C1)Cl